tert-Butyl 3-{[2-(6-isopropylpyridin-3-yl)imidazo[1,2-a]pyridine-3-yl]methyl}-3,8-diazabicyclo[3.2.1]octane-8-carboxylate C(C)(C)C1=CC=C(C=N1)C=1N=C2N(C=CC=C2)C1CN1CC2CCC(C1)N2C(=O)OC(C)(C)C